tert-butyl-2-(benzyloxycarbonylamino)-4,6,7,8-tetrahydropyrazolo[1,5-a][1,4]diazepine-5-carboxylate C(C)(C)(C)OC(=O)N1CC=2N(CCC1)N=C(C2)NC(=O)OCC2=CC=CC=C2